BrC1(C(C(=C(C=C1Br)Br)Br)C)C 2,3,5,6-tetrabromo-xylene